1,1-diphenyl-3-methylpentyllithium C1(=CC=CC=C1)C(CC(CC)C)(C1=CC=CC=C1)[Li]